ClC=1C=C(C=C(C1)Cl)C=1C=C(C(=O)OC)C(=CN1)F methyl 2-(3,5-dichlorophenyl)-5-fluoroisonicotinate